NCC=1NC=2N(C(C1C1=CC=C(C=C1)O)=O)N=C(C2C2=CCCCC2)C2=CC=CC=C2 5-(aminomethyl)-3-(cyclohex-1-en-1-yl)-6-(4-hydroxyphenyl)-2-phenylpyrazolo[1,5-a]pyrimidin-7(4H)-one